CN1N=CC(=C1)C1=CC=2N(C(=C1)C1=NC=C(N=C1)N1CCN(CC1)CC1=NC=CC=C1)C(=CN2)C#N 7-(1-methyl-1H-pyrazol-4-yl)-5-(5-(4-(pyridin-2-ylmethyl)piperazin-1-yl)pyrazin-2-yl)imidazo[1,2-a]pyridine-3-carbonitrile